(2S,5R)-5-(Cyclopropanesulfonamido)tetrahydro-2H-pyran C1(CC1)S(=O)(=O)N[C@@H]1CCCOC1